3-amino-3-(2-((2-chloro-3-(3'-chloro-6-methoxy-5-(((((S)-5-oxopyrrolidin-2-yl)methyl)amino)methyl)-[2,4'-bipyridin]-2'-yl)phenyl)amino)-3-fluoropyridin-4-yl)propanoic acid NC(CC(=O)O)C1=C(C(=NC=C1)NC1=C(C(=CC=C1)C1=NC=CC(=C1Cl)C1=NC(=C(C=C1)CNC[C@H]1NC(CC1)=O)OC)Cl)F